CC1=NC=CC(=C1)C1=C2C=NNC2=CC=C1 4-(2-methylpyridin-4-yl)-1H-indazole